COC1OC(C2=CC(=CC=C12)NC1=NC=C(C(=N1)N[C@H](CO)C1=CC=CC=C1)C1=NC2(CO1)CCOCC2)(C)C (2S)-2-((2-((1-methoxy-3,3-dimethyl-1,3-dihydroisobenzofuran-5-yl)amino)-5-(3,8-dioxa-1-azaspiro[4.5]dec-1-en-2-yl)pyrimidin-4-yl)amino)-2-phenylethan-1-ol